FC(C1=C(C=CC=C1)N1N=CC(=C1)C=1SC=C(N1)C(=O)O)(F)F 2-(1-(2-(trifluoromethyl)phenyl)-1H-pyrazol-4-yl)thiazole-4-carboxylic acid